N1(CC1)P(N1CC1)(N1CC1)=O Tri(1-aziridinyl)phosphine oxide